[Si](C)(C)(C(C)(C)C)OCCN1N=NC(=C1)N1C=C(C2=C(C=C(C=C12)Cl)NC(OC(C)(C)C)=O)C=1C=NN(C1)C1OCCCC1 tert-butyl N-[1-[1-[2-[tert-butyl(dimethyl)silyl]oxyethyl]triazol-4-yl]-6-chloro-3-(1-tetrahydropyran-2-ylpyrazol-4-yl)indol-4-yl]carbamate